2-(1-(3,4-dichlorobenzoyl)-3-methylpiperidin-3-yl)-5-hydroxy-N-(isoxazol-4-yl)-1-methyl-6-oxo-1,6-dihydropyrimidine-4-carboxamide ClC=1C=C(C(=O)N2CC(CCC2)(C)C=2N(C(C(=C(N2)C(=O)NC=2C=NOC2)O)=O)C)C=CC1Cl